C=1N=CN2C1C1=CC=CC=C1[C@@H]2[C@H]2[C@H](C1(C2)CCOCC1)O (1R,2S)-2-((S)-5H-Imidazo[5,1-a]isoindol-5-yl)-7-oxaspiro[3.5]nonan-1-ol